dimethyl 5-[3-(4-methylpiperazin-1-yl)propylcarbamoyl]benzene-1,3-dicarboxylate CN1CCN(CC1)CCCNC(=O)C=1C=C(C=C(C1)C(=O)OC)C(=O)OC